4-(4-fluoro-3-methyl-tetrahydrofuran-3-yl)piperazin FC1C(COC1)(C)N1CCNCC1